BrC1=CC=C(C=C1)N[C@@H](C)C(=O)O 4-Bromophenyl-alanine